BrC1=C(C(=O)NC2CCCCC2)C=C(C=C1)N1C=NN=C1 2-bromo-N-cyclohexyl-5-(4H-1,2,4-triazol-4-yl)benzamide